CC1=CC=C(C=C1)OC(=O)CC2=CC=CC=C2 p-cresyl phenylacetate